BrC1=C(C=C2C=NC(=NC2=C1)N)Cl 7-bromo-6-chloroquinazolin-2-amine